3,7,11,15-tetramethyl-1,2,3-hexadecanetriol CC(C(CO)O)(CCCC(CCCC(CCCC(C)C)C)C)O